C[C@@H]1[C@H](COC1)N1C(=CC2=C1N=CN=C2)C#N 7-[(3R,4R)-4-methyltetrahydrofuran-3-yl]Pyrrolo[2,3-d]Pyrimidine-6-carbonitrile